4-(7'-fluoro-2'-oxospiro[cyclopropane-1,3'-indolin]-5'-yl)-3-methyl-4-oxobutanoic acid FC=1C=C(C=C2C3(C(NC12)=O)CC3)C(C(CC(=O)O)C)=O